6-[4-(1,2-Dimethylimidazol-4-yl)sulfonyl-2-(trifluoromethyl)piperazin-1-yl]-4-(3-methylmorpholin-4-yl)-1H-pyridin-2-one CN1C(=NC(=C1)S(=O)(=O)N1CC(N(CC1)C1=CC(=CC(N1)=O)N1C(COCC1)C)C(F)(F)F)C